4-(4-amino-phenyl)-2-methyl-but-3-yn-2-ol NC1=CC=C(C=C1)C#CC(C)(O)C